N-[(5-cyano-2-methoxypyridin-3-yl)methyl]-6-(difluoromethoxy)-fluoropyridine-3-carboxamide C(#N)C=1C=C(C(=NC1)OC)CNC(=O)C=1C(=NC(=CC1)OC(F)F)F